methyl 9-[4-[2-(2,6-dioxo-3-piperidyl)-1,3-dioxo-isoindolin-5-yl]piperazin-1-yl]nonanoate O=C1NC(CCC1N1C(C2=CC=C(C=C2C1=O)N1CCN(CC1)CCCCCCCCC(=O)OC)=O)=O